(E)-4-Methyl-N'-(1-(4-methylthiazol-2-yl)ethylidene)-1,2,3-thiadiazole-5-carbohydrazide CC=1N=NSC1C(=O)N/N=C(\C)/C=1SC=C(N1)C